9,10-bis{4-[N-(9-phenylcarbazole-3-yl)-N-phenylamino]phenyl}-2-tert-butylanthracene 3-methyl-2-oxopentanoate CC(C(C(=O)O)=O)CC.C1(=CC=CC=C1)N1C2=CC=CC=C2C=2C=C(C=CC12)N(C1=CC=CC=C1)C1=CC=C(C=C1)C=1C2=CC=CC=C2C(=C2C=CC(=CC12)C(C)(C)C)C1=CC=C(C=C1)N(C=1C=CC=2N(C3=CC=CC=C3C2C1)C1=CC=CC=C1)C1=CC=CC=C1